1-(9-(4-fluoro-2-methyl-2H-indazol-5-yl)-7H-imidazo[1,2-c]pyrrolo[3,2-e]pyrimidin-5-yl)-4-methylpiperidin-4-amine FC=1C2=CN(N=C2C=CC1C1=CNC2=C1C=1N(C(=N2)N2CCC(CC2)(N)C)C=CN1)C